4-((1H-pyrazol-1-yl)methyl)-6-fluoro-2,3-dihydrobenzofuran-7-carbonitrile N1(N=CC=C1)CC1=CC(=C(C2=C1CCO2)C#N)F